N1=CC(=CC=C1)C1=CC=C(C=C1)C1=NNC(C1)C=1C=C2N=CC=NC2=CC1 6-(3-(4-(pyridin-3-yl)phenyl)-4,5-dihydro-1H-pyrazol-5-yl)quinoxaline